C1=CC=CC=2C3=CC=CC=C3C(C12)COC(=O)N[C@@H](CCCCN(C(OC(C)(C)C)=O)C)C(=O)NCCO tert-butyl N-[(5S)-5-(9H-fluoren-9-ylmethoxycarbonylamino)-6-(2-hydroxyethylamino)-6-oxo-hexyl]-N-methyl-carbamate